N1(CCCCC1)CCN1C2=C(C3=CC=C(C=C13)O)C=CN=C2C(F)(F)F 9-(2-(piperidin-1-yl)ethyl)-1-(trifluoromethyl)-9H-pyrido[3,4-b]indol-7-ol